CC1=CC=C(C=N1)C=1C=CC=C2C(=NC=NC12)N 8-(6-methylpyridin-3-yl)quinazolin-4-amine